[Si](C)(C)(C(C)(C)C)OC1=CC=C2C3=C(C(OC2=C1)=O)C=C(C=C3)C#CCN3CCN(CC3)C 3-((tert-butyldimethylsilyl)oxy)-8-(3-(4-methylpiperazin-1-yl)prop-1-yn-1-yl)-6H-benzo[c]chromen-6-one